N[C@@H]1CC[C@H](CC1)C(C)(C)O 2-(trans-4-aminocyclohexyl)propan-2-ol